2-(4-{[(tert-butoxy)carbonyl](hydroxy)amino}-3-methyl-5-oxo-1-phenyl-4,5-dihydro-1H-pyrazol-4-yl)acetic acid C(C)(C)(C)OC(=O)N(C1(C(=NN(C1=O)C1=CC=CC=C1)C)CC(=O)O)O